FC(CCCOC1CC(C1)O)(COC1OCCCC1)F 3-(4,4-difluoro-5-tetrahydropyran-2-yloxy-pentoxy)cyclobutanol